O[C@@H]1CC[C@H](CC1)NC1=NC=C(C=N1)C(=O)[O-] ((trans-4-hydroxycyclohexyl)amino)pyrimidine-5-carboxylate